1,4-dihydroxybutane-2,3-diamine dihydrochloride Cl.Cl.OCC(C(CO)N)N